ethyl monobromide C(C)Br